1-[[2-(difluoromethoxy)pyridin-4-yl]methyl]-3-[(1s,3s)-3-fluorocyclopentyl]urea FC(OC1=NC=CC(=C1)CNC(=O)N[C@@H]1C[C@H](CC1)F)F